FC(C(C(F)(F)F)OC(=O)N1CCN(CC1)CC1=C(C=C(C=C1)C(F)(F)F)N[C@@H](C)C(=O)O)(F)F (2-((4-(((1,1,1,3,3,3-Hexafluoropropan-2-yl)oxy)carbonyl)piperazin-1-yl)methyl)-5-(trifluoromethyl)phenyl)-L-alanine